C(C=C)(=O)OC(COC1=CC=CC=C1)CSC1=CC=CC=C1 1-phenoxy-3-(phenylthio)propan-2-yl acrylate